ethyl (Z)-2-azido-3-[2-(4-tert-butylphenyl)thiazol-5-yl]prop-2-enoate N(=[N+]=[N-])\C(\C(=O)OCC)=C/C1=CN=C(S1)C1=CC=C(C=C1)C(C)(C)C